methyl (p-tolyl) sulfide C1(=CC=C(C=C1)SC)C